(3R)-N-[(1S)-1-cyano-2-[2-fluoro-4-(3-methyl-2-oxo-1,3-benzoxazol-5-yl)phenyl]ethyl]azocane-3-carboxamide C(#N)[C@H](CC1=C(C=C(C=C1)C=1C=CC2=C(N(C(O2)=O)C)C1)F)NC(=O)[C@H]1CNCCCCC1